FC(C=1C=NN(C1)C1=CC=C(C=N1)S(=O)(=O)N1CCN2C=3C(=CC=CC13)C=N2)(F)F 1-((6-(4-(TRIFLUOROMETHYL)-1H-PYRAZOL-1-YL)PYRIDIN-3-YL)SULFONYL)-2,3-DIHYDRO-1H-PYRAZOLO[1,5,4-DE]QUINOXALINE